(S)-6-benzyl-1-(2-methylpiperazin-1-yl)-3-(4-methylpiperazin-1-yl)-5,6,7,8-tetrahydro-2,6-naphthyridine-4-carbonitrile Hydrochloride Cl.C(C1=CC=CC=C1)N1CC=2C(=C(N=C(C2CC1)N1[C@H](CNCC1)C)N1CCN(CC1)C)C#N